1-(imidazo[1,2-a]pyridine-3-carbonyl)-N-(3-((4-methylpiperazin-1-yl)methyl)-5-(trifluoromethyl)phenyl)indoline-6-carboxamide N=1C=C(N2C1C=CC=C2)C(=O)N2CCC1=CC=C(C=C21)C(=O)NC2=CC(=CC(=C2)C(F)(F)F)CN2CCN(CC2)C